spiro[azetidine-3,3'-furo[3,4-c]pyridine]-1-carboxylic acid tert-butyl ester C(C)(C)(C)OC(=O)N1CC2(OCC3=C2C=NC=C3)C1